4-amino-2-(6-((tert-butyldimethylsilyl)ethynyl)-4-methylpyridin-3-yl)-1-methyl-3-(4-((6-methylpyridin-2-yl)oxy)phenyl)-1H-pyrrolo[3,2-c]pyridine-7-carbonitrile NC1=NC=C(C2=C1C(=C(N2C)C=2C=NC(=CC2C)C#C[Si](C)(C)C(C)(C)C)C2=CC=C(C=C2)OC2=NC(=CC=C2)C)C#N